trans-N-({4-methyl-2-[6-methyl-3-(2H-1,2,3-triazol-2-yl)pyridine-2-carbonyl]-2-azabicyclo[3.1.1]hept-3-yl}methyl)-1,3-benzothiazol-2-amine CC1C(N(C2CC1C2)C(=O)C2=NC(=CC=C2N2N=CC=N2)C)CNC=2SC1=C(N2)C=CC=C1